C(C)(C)(C)OC(=O)N1C[C@@H](CC1)OCC1=C(C=CC=C1)C(F)(F)F |r| (±)-3-((2-(trifluoromethyl)benzyl)oxy)pyrrolidine-1-carboxylic acid tert-butyl ester